6,7-dichloro-1-(2,6-diethylphenyl)-4-((2S)-2-methyl-4-(2-propenoyl)-1-piperazinyl)pyrido[2,3-d]pyrimidin-2(1H)-one ClC1=CC2=C(N(C(N=C2N2[C@H](CN(CC2)C(C=C)=O)C)=O)C2=C(C=CC=C2CC)CC)N=C1Cl